(2S,4S)-1-(9H-fluoren-9-ylmethoxycarbonyl)-4-(oxan-2-yloxy)pyrrolidine-2-carboxylic acid C1=CC=CC=2C3=CC=CC=C3C(C12)COC(=O)N1[C@@H](C[C@@H](C1)OC1OCCCC1)C(=O)O